O1CCC(=CC1)C=1C=CN2C=C(C=C2C1)C(=O)OC methyl 7-(3,6-dihydro-2H-pyran-4-yl)indolizine-2-carboxylate